C(C)N1C(C2=CC=C(C=C2C1(C)C)NC1=NC=C(C(=C1)N[C@H](CO)C1=CC=CC=C1)C1=NC(=NO1)C12CCN(CC1)CC2)=O (S)-2-ethyl-5-((4-((2-hydroxy-1-phenylethyl)amino)-5-(3-(quinuclidin-4-yl)-1,2,4-oxadiazol-5-yl)pyridin-2-yl)amino)-3,3-dimethylisoindolin-1-one